perfluorononoxybenzene sodium [Na].FC1=C(C(=C(C(=C1F)F)F)F)OC(C(C(C(C(C(C(C(C(F)(F)F)(F)F)(F)F)(F)F)(F)F)(F)F)(F)F)(F)F)(F)F